(R)-N-(4-((4-(sec-butoxy)-6-(methylsulfonyl)pyridin-2-yl)amino)-5-(1-methyl-1H-pyrazol-3-yl)pyridin-2-yl)acetamide [C@@H](C)(CC)OC1=CC(=NC(=C1)S(=O)(=O)C)NC1=CC(=NC=C1C1=NN(C=C1)C)NC(C)=O